COC(NC#N)=O Cyano-carbamic acid methyl ester